2-(2,3-difluoro-6-methoxyphenyl)ethanol FC1=C(C(=CC=C1F)OC)CCO